2-(2-(2-(2-hydroxyethoxy)ethoxy)-2-methyl-4-oxo-1,6-naphthyridin-1(4H)-yl)-5-fluorobenzonitrile OCCOCCOC1(N(C2=CC=NC=C2C(C1)=O)C1=C(C#N)C=C(C=C1)F)C